ethyl N-methyl-N-(2-(4-methylpyridin-2-yl)-6,7-dihydro-5H-cyclopenta[d]pyrimidin-4-yl)glycinate CN(CC(=O)OCC)C=1C2=C(N=C(N1)C1=NC=CC(=C1)C)CCC2